C[C@@H]1OCC2([C@@H]1N)CCN(CC2)C2=NC=C(C=1N2C=CN1)SC1=CC=NC2=CC=CC=C12 (3S,4S)-3-methyl-8-(8-(quinolin-4-ylthio)imidazo[1,2-c]pyrimidin-5-yl)-2-oxa-8-azaspiro[4.5]decan-4-amine